1-(5-((5-chloro-4-(4'-methoxy-[1,1'-biphenyl]-3-yl)pyrimidin-2-yl)amino)pyridin-3-yl)pyrrolidin-2-one ClC=1C(=NC(=NC1)NC=1C=C(C=NC1)N1C(CCC1)=O)C=1C=C(C=CC1)C1=CC=C(C=C1)OC